[Si](C)(C)(C(C)(C)C)OC[C@@H]1[C@@H](C1)NC(OCC1=CC=CC=C1)=O benzyl N-[(1R,2S)-2-{[(tert-butyldimethylsilyl)oxy]methyl}cyclopropyl]carbamate